4-(7-Chloro-8-fluoro-2-(((S)-1-methylpyrrolidin-2-yl)methoxy)pyrido[4,3-d]pyrimidin-4-yl)-6-(fluoromethyl)-1,4-oxazepan-6-ol ClC1=C(C=2N=C(N=C(C2C=N1)N1CCOCC(C1)(O)CF)OC[C@H]1N(CCC1)C)F